C1(CC1)C1=NC=NC(=C1C=1N=C(C2=C(N1)C=CO2)NCC2=CC=C(C=C2)N2N=C(C=C2C)C(F)(F)F)OC 2-(4-Cyclopropyl-6-methoxypyrimidin-5-yl)-N-(4-(5-methyl-3-(trifluoromethyl)-1H-pyrazol-1-yl)benzyl)furo[3,2-d]pyrimidin-4-amine